8-(1-(2,2-difluoroethyl)-1H-pyrazolo[3,4-b]pyrazin-6-yl)-1-(2-ethoxyethyl)-3-(4-(trifluoromethyl)pyridin-2-yl)-1,3,8-triazaspiro[4.5]decane-2,4-dione FC(CN1N=CC=2C1=NC(=CN2)N2CCC1(C(N(C(N1CCOCC)=O)C1=NC=CC(=C1)C(F)(F)F)=O)CC2)F